tri(2-formylethyl)phosphine hydrochloride Cl.C(=O)CCP(CCC=O)CCC=O